P(OCCSCCCCCCCC)(OCCSCCCCCCCC)OCCSCCCCCCCC tris(Octylthioethyl) phosphite